(2S,3S,4R,5R)-5-(6-(benzylamino)-2-(4-(trifluoromethoxy)phenyl)-9H-purin-9-yl)-3,4-dihydroxyl-N-methyltetrahydrofuran-2-carboxamide C(C1=CC=CC=C1)NC1=C2N=CN(C2=NC(=N1)C1=CC=C(C=C1)OC(F)(F)F)[C@H]1[C@@H]([C@@H]([C@H](O1)C(=O)NC)O)O